C1(CC1)C=1C(=C(C(=O)N)C=C(C1)P(=O)(C)C)NCC#C cyclopropyl-5-(dimethylphosphoryl)-2-(prop-2-yn-1-ylamino)benzamide